ClC1=CC=C(C(=N1)C)C=1N=C(N(C1)C)C 6-chloro-3-(1,2-dimethyl-1H-imidazol-4-yl)-2-methylpyridine